CC1=CC(=CC=C1)S(=O)(=O)O 3-toluenesulfonic acid